ClC1=CC=C(CNC(=N)NC(=N)N)C=C1 p-chlorobenzylbiguanide